ClC=1C=C2C(=CNC2=CC1)CC(=O)NC=1SC2=C(N1)C=CC(=C2)N2CCOCC2 2-(5-chloro-1H-indol-3-yl)-N-(6-morpholinobenzo[d]thiazol-2-yl)acetamide